6-((2-methoxy-4-(4-methylpiperazin-1-yl)phenyl)amino)-2,4,9-trimethyl-4,9-dihydro-10H-pyrimido[5,4-b]thiazolo[5,4-e][1,4]diazepin-10-one COC1=C(C=CC(=C1)N1CCN(CC1)C)NC=1N=CC=2N(C(C3=C(N(C2N1)C)SC(=N3)C)=O)C